pyrrolo[3,2-d]thiazole N=1CSC=2C1C=CN2